O(S(=O)(=O)C(F)(F)F)C1=CC=CC(=N1)NC(=O)OC(C)(C)C 2-tert-butoxycarbonylamino-6-pyridinyl triflate